CC1(C[C@@H]1C(=O)N/C(=C\\CCCCSC[C@@H](C(=O)[O-])N)/C(=O)O)C.[Na+] The molecule is the monosodium salt of cilastatin. It is an inhibitor of dehydropeptidase I (membrane dipeptidase, 3.4.13.19), an enzyme found in the brush border of renal tubes and responsible for degrading the antibiotic imipenem. Cilastatin sodium is therefore administered with imipenem to prolong the antibacterial effect of the latter by preventing its renal metabolism to microbiologically inactive and potentially nephrotoxic products. It has a role as a protease inhibitor and an EC 3.4.13.19 (membrane dipeptidase) inhibitor. It contains a cilastatin(1-).